4-(cyclopropanecarbonylamino)-2-pyrrolidin-1-ylbenzoic acid methyl ester COC(C1=C(C=C(C=C1)NC(=O)C1CC1)N1CCCC1)=O